OC1=C(CCC(O1)=O)O dihydroxydihydropyranone